Cl.Cl.BrC=1C=CC(=C(N)C1)N1CCN(CC1)C 5-bromo-2-(4-methylpiperazin-1-yl)aniline dihydrochloride